2,4-Bis(trichloromethyl)-6-[2-(furan-2-yl)ethenyl]-1,3,5-triazine ClC(C1=NC(=NC(=N1)C(Cl)(Cl)Cl)C=CC=1OC=CC1)(Cl)Cl